OC1=C(C=C(C=C1)O)[C@@H]1CC[C@H](CC1)C=O trans-4-(2,5-dihydroxyphenyl)cyclohexanecarboxaldehyde